(R)-2-fluoro-1-phenylethan-1-amine FC[C@H](N)C1=CC=CC=C1